(S)-6-((4-((2-hydroxy-1-phenylethyl)amino)-5-(5-(2-hydroxypropan-2-yl)-1,3,4-oxadiazol-2-yl)pyrimidin-2-yl)amino)-1-isopropyl-1,2-dihydro-3H-pyrazolo[3,4-b]pyridin-3-one OC[C@H](C1=CC=CC=C1)NC1=NC(=NC=C1C=1OC(=NN1)C(C)(C)O)NC1=CC=C2C(=N1)N(NC2=O)C(C)C